N[C@H](C(=O)OCC1CCCC1)C(C)(C)O cyclopentylmethyl (S)-2-amino-3-hydroxy-3-methylbutanoate